N-((7-(2-chloroacetyl)-7-azaspiro[3.5]nonan-2-yl)methyl)-4-((4-chlorophenyl)amino)tetrahydro-2H-pyran-4-carboxamide ClCC(=O)N1CCC2(CC(C2)CNC(=O)C2(CCOCC2)NC2=CC=C(C=C2)Cl)CC1